indolo[3,2-b]quinolizin-8(5H)-one C1=C2C(=CC=C1)NC=1C2=CC2=CC=CC(N2C1)=O